(5-amino-6-methoxypyridin-2-yl)dimethylphosphine oxide NC=1C=CC(=NC1OC)P(C)(C)=O